4-(7-Bromo-6-chloro-3-cyano-2-((diphenylmethylene)amino)-8-fluoroquinolin-4-yl)piperazine-1-carboxylic acid tert.Butyl ester C(C)(C)(C)OC(=O)N1CCN(CC1)C1=C(C(=NC2=C(C(=C(C=C12)Cl)Br)F)N=C(C1=CC=CC=C1)C1=CC=CC=C1)C#N